BrC=1C=C(OCC=2C=NC=CC2)C=CC1F 3-[(3-bromo-4-fluoro-phenoxy)methyl]pyridine